2,5-bis(3-aminopropylamino)-N-[2-[di(undecyl)amino]-ethyl]pentanamide NCCCNC(C(=O)NCCN(CCCCCCCCCCC)CCCCCCCCCCC)CCCNCCCN